N-(2-chloroethyl)-2'-methoxy-[1,1'-biphenyl]-4-sulfonamide ClCCNS(=O)(=O)C1=CC=C(C=C1)C1=C(C=CC=C1)OC